ClC1=C(C=CC=C1C=1C=NC(=CC1)N1C2(CC2)CCOC1=O)C1C(NC(CC1)=O)=O 3-(2-chloro-3-(6-(5-oxo-6-oxa-4-azaspiro[2.5]octan-4-yl)pyridin-3-yl)phenyl)piperidine-2,6-dione